Heptanoic acid 7-[4-(4-benzo[b]thiophen-4-ylpiperazin-1-yl)butoxy]-2-oxo-3,4-dihydro-2H-quinolin-1-ylmethyl ester S1C2=C(C=C1)C(=CC=C2)N2CCN(CC2)CCCCOC2=CC=C1CCC(N(C1=C2)COC(CCCCCC)=O)=O